CC=1C(=NC(=NC1)NC(C1=CC(=CC(=C1)C(F)(F)F)C(F)(F)F)=O)C1=CC=C(C=C1)[N+](=O)[O-] N-(5-methyl-4-(4-nitrophenyl)pyrimidin-2-yl)-3,5-bis(trifluoromethyl)benzamide